3-((6-(3-ethoxyphenyl)-5-(trifluoro-methyl)-1H-benzo[d]imidazol-2-yl)amino)-N-hydroxybenzamide C(C)OC=1C=C(C=CC1)C=1C(=CC2=C(NC(=N2)NC=2C=C(C(=O)NO)C=CC2)C1)C(F)(F)F